tert-butyl 15-amino-4,7,10,13-tetraoxapentadecanoate NCCOCCOCCOCCOCCC(=O)OC(C)(C)C